FC(N1N=CC(=C1)CC1CC2(CN(C2)C(=O)N2C[C@@H]3[C@@H](OCC(N3)=O)CC2)C1)(F)F (4aR,8aS)-6-[6-[[1-(trifluoromethyl)pyrazol-4-yl]methyl]-2-azaspiro[3.3]heptane-2-carbonyl]-4,4a,5,7,8,8a-hexahydropyrido[4,3-b][1,4]oxazin-3-one